2-([1,1'-biphenyl]-4-yl)-6-bromonaphtho[1,2-d]oxazole C1(=CC=C(C=C1)C=1OC2=C(N1)C1=CC=CC(=C1C=C2)Br)C2=CC=CC=C2